BrC1=C(C=C(NC2=NC=C(C(=N2)N[C@H]2[C@@H](CCC2)C#N)C(F)(F)F)C=C1Cl)CO[Si](C)(C)C(C)(C)C (trans)-2-[[2-[4-bromo-3-[[tert-butyl(dimethyl)silyl]oxymethyl]-5-chloro-anilino]-5-(trifluoromethyl)pyrimidin-4-yl]amino]cyclopentanecarbonitrile